C1(CC1)C(C)OC1=CC=2N(C=C1C(=O)NC=1C=NN3C1N=CC(=C3)C)C=C(N2)C23COC(C2)(C3)C 7-(1-cyclopropylethoxy)-2-(1-methyl-2-oxabicyclo[2.1.1]hex-4-yl)-N-(6-methylpyrazolo[1,5-a]pyrimidin-3-yl)imidazo[1,2-a]pyridine-6-carboxamide